CC1(OB(OC1(C)C)C=1C=NN2N=C(C=CC21)C2CCN(CC2)C(=O)OC(C)(C)C)C tert-butyl 4-(3-(4,4,5,5-tetramethyl-1,3,2-dioxaborolan-2-yl)pyrazolo[1,5-b]pyridazin-6-yl)piperidine-1-carboxylate